C(C)(CC)C(C(=O)OCC(C)(C)C)(C(C(=O)OCC(C)(C)C)C)C(C)CC dineopentyl 2,2-di-sec-butyl-3-methylsuccinate